ClC=1C=C2C(=CC1)NC(C21CCN(CC1)CCOC=1C=NC=2N(C(CCC2C1)=O)[C@@H]1C[C@H](C1)O)=O 5-chloro-1'-[2-({7-oxo-8-[(trans)-3-hydroxycyclobutyl]-5,6,7,8-tetrahydro-1,8-naphthyridin-3-yl}oxy)ethyl]-1,2-dihydrospiro[indole-3,4'-piperidin]-2-one